N-(Carboxymethyl)-N-(2-((S)-1-(2,3-difluorobenzyl)-5-oxopyrrolidin-2-yl)acetyl)-L-valine C(=O)(O)CN([C@@H](C(C)C)C(=O)O)C(C[C@H]1N(C(CC1)=O)CC1=C(C(=CC=C1)F)F)=O